tert-butyl 4-(5-(trifluoromethyl)-1H-pyrrolo[2,3-b]pyridin-4-yl)-3,6-dihydropyridine-1(2H)-carboxylate FC(C=1C(=C2C(=NC1)NC=C2)C=2CCN(CC2)C(=O)OC(C)(C)C)(F)F